(4-ethyl-4H-1,2,4-triazol-3-yl)methanone C(C)N1C(=NN=C1)C=O